C(C)C(C(=O)O[C@H]1[C@](O[C@H]2[C@H]1O[Si](O[Si](OC2)(C(C)C)C(C)C)(C(C)C)C(C)C)(C#N)C2=CC=C1C(=NC=NN12)NC(C1=CC=CC=C1)=O)CC (6aR,8R,9R,9aR)-8-(4-benzamidopyrrolo[2,1-f][1,2,4]triazin-7-yl)-8-cyano-2,2,4,4-tetraisopropyltetrahydro-6H-furo[3,2-f][1,3,5,2,4]trioxadisilocin-9-yl 2-ethylbutanoate